2-((S)-1-acryloyl-4-(7-(benzothien-7-yl)-8-fluoro-2-(((S)-1-methylpyrrolidin-2-yl)methoxy)quinazolin-4-yl)piperazin-2-yl)acetonitrile C(C=C)(=O)N1[C@H](CN(CC1)C1=NC(=NC2=C(C(=CC=C12)C1=CC=CC=2C=CSC21)F)OC[C@H]2N(CCC2)C)CC#N